ethyl-(3-(triethoxysilyl)propyl)-carbamate C(C)OC(NCCC[Si](OCC)(OCC)OCC)=O